N-[3-[(2s,5r)-6-amino-5-fluoro-2,5-bis(fluoromethyl)-3,4-dihydropyridin-2-yl]-4-fluoro-phenyl]-5-fluoro-pyridine-2-carboxamide NC=1[C@](CC[C@@](N1)(CF)C=1C=C(C=CC1F)NC(=O)C1=NC=C(C=C1)F)(CF)F